[Ce].[Fe].[Co] cobalt-iron-cerium